mercapto-L-aspartic acid SN[C@@H](CC(=O)O)C(=O)O